ClC=1C=CC(=NC1)N1C2CN(CC1CC2)C(CCNCC=2C=1N(C=CC2)N=CC1)=O 1-[8-(5-chloropyridin-2-yl)-3,8-diazabicyclo[3.2.1]octan-3-yl]-3-[({pyrazolo[1,5-a]pyridin-4-yl}methyl)amino]propan-1-one